CC(CC1=NC=CN=C1)C 2-(2-methylpropyl)pyrazine